CC1=CC=C(C(=O)OC[C@]2(O[C@@H](C[C@@H]2OC(C2=CC=C(C=C2)C)=O)N2C3=NC(=NC(=C3N=C2)NC(=O)OC(C)(C)C)F)C#C)C=C1 |&1:11| [(2R,3S,SR)-5-[6-(tert-butoxycarbonylamino)-2-fluoro-purin-9-yl]-2-ethynyl-3-(4-methylbenzoyl)oxytetrahydrofuran-2-yl]methyl 4-methylbenzoate